FC1=C(C=CC=C1)C1=CC(=CN1S(=O)(=O)C=1C=NC=CC1)C1=NC=CC=C1S(=O)(=O)OC methyl (5-(2-fluorophenyl)-1-(pyridin-3-ylsulfonyl)-1H-pyrrol-3-yl)-pyridine-3-sulfonate